FC1=C2CCC(CC2=CC(=C1N1S(NC(C1)=O)(=O)=O)O)OCCNC(OC(C)(C)C)=O tert-butyl (2-{[5-fluoro-7-hydroxy-6-(1,1,4-trioxo-1λ6,2,5-thiadiazolidin-2-yl)-1,2,3,4-tetrahydronaphthalen-2-yl]oxy}ethyl)carbamate